N-(5-methyl-1-(1H-tetrazol-5-yl)azepan-3-yl)-1-(3-methyl-4-(trifluoromethyl)phenyl)cyclopropane-1-carboxamide CC1CC(CN(CC1)C1=NN=NN1)NC(=O)C1(CC1)C1=CC(=C(C=C1)C(F)(F)F)C